hydroxy-4-((4-hydroxycyclohexyl)amino)-1,2,5-oxadiazole OC1=NON=C1NC1CCC(CC1)O